N1=CC(=CC2=CC=CC=C12)S(=O)(=O)C1=CC=C(C=C1)CN1C=C2C(C=C1)=CCS2 N-{[4-(quinoline-3-sulfonyl)phenyl]methyl}thieno[2,3-c]pyridine